tert-Butyl (3S)-3-(3-cyano-4-nitro-phenoxy)pyrrolidine-1-carboxylate C(#N)C=1C=C(O[C@@H]2CN(CC2)C(=O)OC(C)(C)C)C=CC1[N+](=O)[O-]